ClC1=NC=CC(=C1C)C#CC=1N=CN(C1C)C=1C=NC(=CC1)Cl 4-[2-(2-Chloro-3-methyl-4-pyridyl)ethynyl]-1-(6-chloro-3-pyridyl)-5-methyl-imidazole